2-(4-(6-(4-Chlorobenzyloxy)pyridin-2-yl)-3-fluorobenzyl)-1-((tetrahydrofuran-2-yl)methyl)-1H-benzo[d]imidazol ClC1=CC=C(COC2=CC=CC(=N2)C2=C(C=C(CC3=NC4=C(N3CC3OCCC3)C=CC=C4)C=C2)F)C=C1